(1r,4r)-methyl 4-(aminomethyl)-cyclohexylcarboxylate hydrochloride Cl.NCC1CCC(CC1)C(=O)OC